NC(C#N)C1=C(C(=C(C=C1)F)OC(F)(F)F)F 2-amino-2-(2,4-difluoro-3-(trifluoromethoxy)phenyl)acetonitrile